(S)-1-(6-cyclopropylpyridin-3-yl)-3-(3-(1-((2-ethyl-2H-pyrazolo[3,4-b]pyrazin-6-yl)amino)ethyl)phenyl)urea C1(CC1)C1=CC=C(C=N1)NC(=O)NC1=CC(=CC=C1)[C@H](C)NC=1C=NC=2C(N1)=NN(C2)CC